(5R)-5-ethyl-5-methyl-3-[6-(1H-spiro[2-benzopyran-4,1'-cyclopropan]-5-yloxy)-3-pyridinyl]-2,4-imidazolidinedione C(C)[C@@]1(C(N(C(N1)=O)C=1C=NC(=CC1)OC1=CC=CC2=C1C1(CC1)COC2)=O)C